tert-butyl hexane-2,3-dicarboxylate CC(C(CCC)C(=O)[O-])C(=O)OC(C)(C)C